C(C)(=O)OC(C(NCC)=O)[C@@H](NC([C@@H](NC(OC(C(C)(C)C1=CC(=CC=C1)Cl)C1=CC=CC=C1)=O)CC1=CC(=C(C=C1)Cl)Cl)=O)C[C@H]1C(NCC1)=O (6S,9S)-14-(3-chlorophenyl)-9-(3,4-dichlorobenzyl)-14-methyl-4,8,11-trioxo-6-(((S)-2-oxopyrrolidin-3-yl)methyl)-13-phenyl-12-oxa-3,7,10-triazapentadecan-5-yl acetate